NC([C@H](CCC(=O)OC(C)(C)C)N1C(C2=CC=C(C=C2C1)C1=NC(=C(C=C1C#N)C(F)(F)F)N)=O)=O tert-butyl (S)-5-amino-4-(5-(6-amino-3-cyano-5-(trifluoromethyl) pyridin-2-yl)-1-oxoisoindolin-2-yl)-5-oxopentanoate